C1COC2CCC3C4C(=NC3=C21)C=CN=CC4 octahydroazepino[4,5-b]furo[2,3-g]indole